FC(C1=NN(C=C1NC(OC(C)(C)C)=O)[C@@H]1CC[C@H](CC1)CO)F tert-butyl (3-(difluoromethyl)-1-((trans)-4-(hydroxymethyl)-cyclohexyl)-1H-pyrazol-4-yl)carbamate